N1N=CN=C1 R-1H-1,2,4-triazole